S1N=CC2=C1C=CC(=C2)C2=NC(=NC=C2C#N)N[C@@H]2CC[C@H](CC2)N(C(=O)NCC2=CC=CC=C2)C2=NC=C(C=C2)C=2C=NN(C2)C 1-(trans-4-((4-(1,2-benzothiazol-5-yl)-5-cyanopyrimidin-2-yl)amino)cyclohexyl)-3-benzyl-1-(5-(1-methyl-1H-pyrazol-4-yl)pyridin-2-yl)urea